(1-(4-chlorophenyl)-2,5-dimethyl-1H-pyrrol-3-yl)(2-nitro-4-(pyrrolidin-1-yl)phenyl)methanone ClC1=CC=C(C=C1)N1C(=C(C=C1C)C(=O)C1=C(C=C(C=C1)N1CCCC1)[N+](=O)[O-])C